C(C)(C)[C@H]1CC[C@H](CC1)N1CCC(CC1)N1C(=CC2=CC=CC=C12)CCO 2-(1-(1-(cis-4-isopropylcyclohexyl)piperidin-4-yl)-1H-indol-2-yl)ethan-1-ol